[Br-].C(CCCCCC)C(C[Zn+])CCCCCCCCC (2-heptylundecyl)zinc (II) bromide